1,4-bis((4-methoxyphenyl)ethynyl)benzene methyl-4-(bromomethyl)-3-trifluoromethyl-benzoate COC(C1=CC(=C(C=C1)CBr)C(F)(F)F)=O.COC1=CC=C(C=C1)C#CC1=CC=C(C=C1)C#CC1=CC=C(C=C1)OC